O[B-]1([C@@H]2C[C@@H]2C2=CC=C(C(=C2O1)C(=O)O)OC1CN(C1)C([C@@H]1NC[C@@H](C1)O)=O)O (2S,4R)-5,5-dihydroxy-9-{1-[(4R)-4-hydroxy-D-prolyl]azetidin-3-yl}oxy-6-oxa-5-boranuidatricyclo[5.4.0.02,4]undeca-1(11),7,9-triene-8-carboxylic acid